3,5-bis((1-isopropyl-1H-1,2,3-triazol-4-yl)methylene)-1-((4-nitrophenyl)sulfonyl)piperidin-4-one 2-chloro-5-(3,5-dimethyl-2,6-dioxo-4-thioxo-1,3,5-triazinan-1-yl)-4-fluoro-benzoate ClC1=C(C(=O)O)C=C(C(=C1)F)N1C(N(C(N(C1=O)C)=S)C)=O.C(C)(C)N1N=NC(=C1)C=C1CN(CC(C1=O)=CC=1N=NN(C1)C(C)C)S(=O)(=O)C1=CC=C(C=C1)[N+](=O)[O-]